The molecule is a carbohydrate acid anion that is the conjugate base of 5-dehydro-D-gluconic acid, obtained by deprotonation of the carboxy group; major species at pH 7.3. It is a carbohydrate acid anion and a monocarboxylic acid anion. It is a conjugate base of a 5-dehydro-D-gluconic acid. C(C(=O)[C@H]([C@@H]([C@H](C(=O)[O-])O)O)O)O